[Cl-].[Cl-].CC1(C(=C(C(=C1CCC)C)C)C)[Zr+2]C1C(=CC2=CC=CC=C12)C(C)C (1,2,3,4-tetramethyl-5-n-propylcyclopentadienyl)(2-isopropylindenyl)zirconium dichloride